NC=1C(C=C2N(C(CC3=CC(=C(C=C23)Cl)OCCCOC)C(C)(C)C)C1)=O 3-amino-6-(tert-butyl)-10-chloro-9-(3-methoxypropoxy)-6,7-dihydro-2H-pyrido[2,1-a]isoquinolin-2-one